4-fluorobenzoyl chloride FC1=CC=C(C(=O)Cl)C=C1